methyl 3-((1-(6-((tert-butoxycarbonyl)amino)hexan-2-yl)-7-(2-oxopiperidin-3-yl)-1H-benzo[d]imidazol-2-yl)carbamoyl)benzoate C(C)(C)(C)OC(=O)NCCCCC(C)N1C(=NC2=C1C(=CC=C2)C2C(NCCC2)=O)NC(=O)C=2C=C(C(=O)OC)C=CC2